C(C)(C)(C)OC(=O)N1[C@H](CN(CC1)C1=NC(=C(C=C1F)F)OCC1=C(C=C(C=C1)Cl)F)C (S)-4-(6-((4-chloro-2-fluorobenzyl)oxy)-3,5-difluoropyridin-2-yl)-2-methylpiperazine-1-carboxylic acid tert-butyl ester